1-(4-fluorophenyl)-5-methylsulfonyl-pyrazole-3-carboxylic acid FC1=CC=C(C=C1)N1N=C(C=C1S(=O)(=O)C)C(=O)O